BrC1=CC(=NC=C1)CC(C(C)(N)C)OC ((4-bromopyridin-2-yl)methyl)-1-methoxy-2-methylpropan-2-amine